2,6-bis[4-(S)-tert-butyl-2-oxazolyl]pyridine C(C)(C)(C)C=1N=C(OC1)C1=NC(=CC=C1)C=1OC=C(N1)C(C)(C)C